[Si](C)(C)(C(C)(C)C)OCC(C1=CC=CC=C1)N1N=CC(=C1)B1OC(C(O1)(C)C)(C)C 1-(2-((tert-butyldimethylsilyl)oxy)-1-phenylethyl)-4-(4,4,5,5-tetramethyl-1,3,2-dioxaborolan-2-yl)-1H-pyrazole